1'-(3,3-Dimethylbutyl)-6-(2,6-dimethylphenyl)-2,2-dioxo-spiro[9-oxa-2λ6-thia-3,5,12,19-tetrazatricyclo[12.3.1.14,8]nonadeca-1(18),4(19),5,7,14,16-hexaene-11,4'-piperidine]-13-one CC(CCN1CCC2(CC1)COC1=CC(=NC(NS(C=3C=CC=C(C(N2)=O)C3)(=O)=O)=N1)C1=C(C=CC=C1C)C)(C)C